C(C)(C)OC=1C=CC(=NC1)C1=NSC(=N1)NC1=C(C(=O)N)C=CC=N1 2-(3-(5-isopropoxypyridin-2-yl)-1,2,4-thiadiazol-5-ylamino)nicotinamide